BrC1=NN=CN1 3-Bromo-4H-1,2,4-triazole